3-[3-[[6-amino-1-methyl-3-[2-(methylamino)-2-oxo-ethoxy]-2-oxo-8-quinolyl]oxy]propyl]-4,4-difluoro-5-methyl-piperidine-1-carboxylate NC=1C=C2C=C(C(N(C2=C(C1)OCCCC1CN(CC(C1(F)F)C)C(=O)[O-])C)=O)OCC(=O)NC